[Te-2].[Nb+5].[Te-2].[Te-2].[Te-2].[Te-2].[Nb+5] niobium telluride